5-(4-{6-[2-(5-Fluoro-2,7-dimethyl-benzo[b]thiophen-3-yl)-ethylamino]-pyrimidin-4-yl}-phenyl)-[1,2,4]oxadiazol-3(2H)-on FC1=CC2=C(SC(=C2CCNC2=CC(=NC=N2)C2=CC=C(C=C2)C2=NC(NO2)=O)C)C(=C1)C